B(O)(O)O.OCC(N)(CO)CO (tris-(hydroxymethyl)-aminomethane) borate